2-(1-(2-chlorothiazol-4-yl)-1H-pyrazol-4-yl)-N-(5-cyclopropyl-1H-pyrazol-3-yl)propanamide ClC=1SC=C(N1)N1N=CC(=C1)C(C(=O)NC1=NNC(=C1)C1CC1)C